diethyl ((((3aR,4R,6R,6aR)-6-(6-(benzylamino)-2-chloro-9H-purin-9-yl)-2,2-dimethyltetrahydrofuro[3,4-d][1,3]dioxol-4-yl)methoxy)methyl)phosphonate C(C1=CC=CC=C1)NC1=C2N=CN(C2=NC(=N1)Cl)[C@@H]1O[C@@H]([C@@H]2[C@H]1OC(O2)(C)C)COCP(OCC)(OCC)=O